FC=1C=C(C=CC1)NC=1SC2=C(N1)CC[C@@]1([C@H]3CC[C@]4([C@H]([C@@H]3CCC12)CCC4=O)C)C (5aR,5bS,7aS,10aS,10bR)-2-((3-fluorophenyl)amino)-5a,7a-dimethyl-4,5,5a,5b,6,7,7a,9,10,10a,10b,11,12,12a-tetradecahydro-8H-cyclopenta[7,8]phenanthro[2,1-d]thiazol-8-one